O=C1N[C@H]2[C@@H](N1)CS[C@H]2CCCCC(=O)O (3aS,4S,6aR)-hexahydro-2-oxo-1H-thieno[3,4-D]imidazole-4-pentanoic acid